CC1=CC=C2C=C(NC2=C1)CN1C(C2=CN=CC(=C2C=C1)C1=CC=CC=C1)=O 2-[(6-methyl-1H-indol-2-yl)methyl]-5-phenyl-1,2-dihydro-2,7-naphthyridin-1-one